NC=1C(=C(C(=O)C2=CC=C(C=C2)N)C=CC1C1=CC=CC=C1)C1=CC=CC=C1 3,4'-diaminodiphenyl-benzophenone